2-((4-(3-(4-chloro-2-fluorophenyl)-3-methyl-2-oxo-2,3-dihydrobenzo[b][1,4]dioxin-5-yl)piperidin-1-yl)methyl)-1-(((S)-oxetan-2-yl)methyl)-1H-benzo[d]imidazole-6-carboxylic acid ClC1=CC(=C(C=C1)C1(OC2=C(OC1=O)C=CC=C2C2CCN(CC2)CC2=NC1=C(N2C[C@H]2OCC2)C=C(C=C1)C(=O)O)C)F